di(p-bromophenyl)methylene(cyclopentadienyl)(2,7-dimethyl-3,6-ditert-butylfluorenyl)zirconium dichloride [Cl-].[Cl-].BrC1=CC=C(C=C1)C(=[Zr+2](C1=C(C(=CC=2C3=CC(=C(C=C3CC12)C)C(C)(C)C)C(C)(C)C)C)C1C=CC=C1)C1=CC=C(C=C1)Br